(R)-1-((3-([1,1'-Biphenyl]-2-ylethynyl)-1H-indazol-5-yl)methyl)-N,N-dimethylpyrrolidin-3-amine C1(=C(C=CC=C1)C#CC1=NNC2=CC=C(C=C12)CN1C[C@@H](CC1)N(C)C)C1=CC=CC=C1